4-oxo-3,4-dihydropyrido[3,4-d]pyrimidine-8-carboxylic acid O=C1C2=C(N=CN1)C(=NC=C2)C(=O)O